CN(C(CCCCCSS(=O)(=O)C)=O)C(C(=O)O)CC=O N-methyl-6-(methylsulfonylthio)hexanamido-4-oxobutanoic acid